cesium tungsten [W].[Cs]